C1(CCCCC1)N1C(C(=CC1=O)C)=O 1-cyclohexyl-3-methyl-1H-pyrrole-2,5-dione